6-[4-[7-chloro-2-[1-(6,7-dihydro-5H-pyrrolo[1,2-c]imidazol-1-yl)-2-ethoxy-2-oxo-ethyl]-3-oxo-isoindolin-5-yl]phenyl]-2,6-diazaspiro[3.3]heptane-2-carboxylic acid tert-butyl ester C(C)(C)(C)OC(=O)N1CC2(C1)CN(C2)C2=CC=C(C=C2)C=2C=C1C(N(CC1=C(C2)Cl)C(C(=O)OCC)C2=C1N(C=N2)CCC1)=O